COC(=O)C=1N=NNC1OC1=CC=C(C=C1)N1CCNCC1 5-(4-(piperazin-1-yl)phenoxy)-1H-1,2,3-triazole-4-carboxylic acid methyl ester